(S)-3-chloro-1,2-propylene glycol ClC[C@H](CO)O